NC(CO)(CO)CCC=1N=NN(C1)CCC1=CC=C(C=C1)CCCCCC 2-Amino-2-(2-(1-(4-hexylphenethyl)-1H-1,2,3-triazol-4-yl)ethyl)propane-1,3-diol